BrC1=CC=C(C=C1)N1CCN(CC1)S(=O)(=O)CC 1-(4-bromophenyl)-4-(ethylsulfonyl)piperazine